The molecule is a fluorocarbon that is butane in which all of the hydrogens have been replaced by fluorines. Microbubbles of preflubutane are used in the ultrasound contrast agent BR14. It has a role as an ultrasound contrast agent. It is a gas molecular entity, a fluorocarbon and a fluoroalkane. C(C(C(F)(F)F)(F)F)(C(F)(F)F)(F)F